COC1=NC(=CC(=C1)C(=C)C=1C=CC(=C(C1)OCC1=CC=C(C=C1)C#N)OC)OC 4-[({5-[1-(2,6-dimethoxypyridin-4-yl)vinyl]-2-methoxyphenyl}oxy)methyl]benzene-1-carbonitrile